tert-butyl 4-[(6-methyl-5-nitropyridin-2-yl)oxy]piperidine-1-carboxylate CC1=C(C=CC(=N1)OC1CCN(CC1)C(=O)OC(C)(C)C)[N+](=O)[O-]